C(C\C=C\CC)(=O)ONC(OCC(Cl)(Cl)Cl)=O 2,2,2-Trichloroethyl (E)-(hex-3-enoyloxy)carbamate